(R)-2,2-difluorocyclopropan-1-amine hydrochloride Cl.FC1([C@@H](C1)N)F